CN1N=C(C2=CC=C(C=C12)B1OC(C(O1)(C)C)(C)C)N1C(NC(CC1)=O)=O (1-methyl-6-(4,4,5,5-tetramethyl-1,3,2-dioxaborolan-2-yl)-1H-indazol-3-yl)dihydropyrimidine-2,4(1H,3H)-dione